C(C)N(C(S[TeH])=S)CC telluryl diethyldithiocarbamate